N=1N(C(C=CC1)=O)CCC 3-(pyridazin-3-on-2-yl)-propane